NC1=CC=C(C=C1)NC(=S)NC(C1=CC=C(C=C1)C(C)(C)C)=O N-((4-aminophenyl)aminothioformyl)-4-(tertiary butyl)benzamide